Alpha-tocotrienol CC(C)=CCC/C(C)=C/CC/C(C)=C/CC[C@]1(C)CCC2C(C)=C(O)C(C)=C(C)C=2O1